[N+](=O)([O-])CCCCCCCC 1-Nitrooctane